(3,3-difluorocyclobutyl)(6-(2-(2-propanyl)-2H-pyrazolo[3,4-b]pyridin-5-yl)thieno[2,3-b]pyridin-2-yl)methanol FC1(CC(C1)C(O)C1=CC=2C(=NC(=CC2)C2=CC=3C(N=C2)=NN(C3)C(C)C)S1)F